PHENYL-ISOXAZOLINE C1(=CC=CC=C1)C1=NOCC1